OC(=O)C(F)(F)F.C1(=CC=CC=C1)/C=C/C(=O)NN (E)-3-phenylprop-2-enehydrazide TFA salt